(1R)-1-CYANOPENT-4-ENE-1-SULFONAMIDE C(#N)[C@@H](CCC=C)S(=O)(=O)N